BrC(C=CC(CNC([O-])=O)I)I 3-bromo-2,3-diiodo-2-propenyl-ethylcarbamate